(2R)-2-(tert-butoxycarbonylamino)-4-(1,3-dioxoisoindolin-2-yl)butanoic acid C(C)(C)(C)OC(=O)N[C@@H](C(=O)O)CCN1C(C2=CC=CC=C2C1=O)=O